1-(2-(2-hydroxybenzamido)ethyl)piperidin-4-yl (R)-7-(3-amino-4-(2,4,5-trifluorophenyl)butanoyl)-3-(trifluoromethyl)-5,6,7,8-tetrahydroimidazo[1,5-a]pyrazine-1-carboxylate N[C@@H](CC(=O)N1CC=2N(CC1)C(=NC2C(=O)OC2CCN(CC2)CCNC(C2=C(C=CC=C2)O)=O)C(F)(F)F)CC2=C(C=C(C(=C2)F)F)F